4-(2,3-dichloro-6-methoxyphenyl)pyridin-1-ium bromide [Br-].ClC1=C(C(=CC=C1Cl)OC)C1=CC=[NH+]C=C1